N-allyl-N-(2-benzoylphenyl)-2-(4-fluorophenoxy)acetamide C(C=C)N(C(COC1=CC=C(C=C1)F)=O)C1=C(C=CC=C1)C(C1=CC=CC=C1)=O